1,1,1-tris(pyrid-2-yl)ethane N1=C(C=CC=C1)C(C)(C1=NC=CC=C1)C1=NC=CC=C1